ClC1=CC=C(C=C1)C1CC(NC1)=O 4-(4-chlorophenyl)pyrrolidin-2-one